8-chloro-1-(4,4-difluorocyclohexyl)-5,6-dihydro-4H-[1,2,4]triazolo[4,3-a][1]benzazepine-5-amine ClC=1C=CC2=C(CC(CC=3N2C(=NN3)C3CCC(CC3)(F)F)N)C1